4-amino-1-[(2R,4R)-2-(hydroxymethyl)-1,3-oxathiolan-4-yl]pyrimidin-2(1H)-one NC1=NC(N(C=C1)[C@@H]1S[C@@H](OC1)CO)=O